methyl 2-((1S,3S)-3-hydroxycyclobutyl)acetate OC1CC(C1)CC(=O)OC